[4-(2-methyl-2H-[1,2,3]triazol-4-yl)-benzyl]-{6-[7-(pyridin-2-ylmethoxy)-imidazo[1,2-a]pyridin-3-yl]-pyrimidin-4-yl}-amine CN1N=CC(=N1)C1=CC=C(CNC2=NC=NC(=C2)C2=CN=C3N2C=CC(=C3)OCC3=NC=CC=C3)C=C1